CC1(C(N(C(N1C1CC2(C1)CCC(CC2)=O)=O)COCC[Si](C)(C)C)=O)C 5,5-Dimethyl-1-(7-oxospiro[3.5]nonan-2-yl)-3-((2-(trimethylsilyl)ethoxy)methyl)imidazolidine-2,4-dione